2-(6-bromo-2-oxo-1,3-benzothiazol-3(2H)-yl)propanamide BrC1=CC2=C(N(C(S2)=O)C(C(=O)N)C)C=C1